8-Bromo-9-isopropyl-9H-adenine BrC=1N(C2=NC=NC(=C2N1)N)C(C)C